tert-butyl (1R,3R,5S)-3-[(6-{6-fluoro-5-[1-(oxan-2-yl)pyrazol-4-yl]pyridin-2-yl}pyridazin-3-yl)(methyl)amino]-8-azabicyclo[3.2.1]octane-8-carboxylate FC1=C(C=CC(=N1)C1=CC=C(N=N1)N(C1C[C@H]2CC[C@@H](C1)N2C(=O)OC(C)(C)C)C)C=2C=NN(C2)C2OCCCC2